ClC1CC2=C(C3=CC=C(C=C3C(=C2CC1)OC(C)=O)C)OC(C(=C)C)=O 2-chloro-6-methyl-9-methacryloyloxy-10-acetoxy-1,2,3,4-tetrahydroanthracene